N1C=C(C2=CC=CC=C12)C1=NN(C=C1)C1=NC(=NC(=C1)N1CCOCC1)[C@H](CO)OC (R)-2-(4-(3-(1H-indol-3-yl)-1H-pyrazol-1-yl)-6-morpholinopyrimidin-2-yl)-2-methoxyethan-1-ol